N1=CC(=CC=C1)[C@H](C)NC(=O)C1(CCOCC1)N1C[C@@H](CC1)OC1=CC(=CC=C1)C(F)(F)F N-((S)-1-(Pyridin-3-yl)ethyl)-4-({R}-3-(3-(trifluoromethyl)phenoxy)pyrrolidin-1-yl)tetrahydro-2H-pyran-4-carboxamide